3-(3-phenylpropoxy)propan-1-ol C1(=CC=CC=C1)CCCOCCCO